CC1(OCCC2=CC=CC(=C12)C(C(=O)OC)N1CC(C1)OCCCCCC1=NC=2NCCCC2C=C1)C methyl 2-(1,1-dimethylisochroman-8-yl)-2-(3-(5-(5,6,7,8-tetrahydro-1,8-naphthyridin-2-yl)pentyloxy)azetidin-1-yl)acetate